(R or S)-1,1,1,3,3,3-hexa-fluoro-2-(3-(4-fluoro-phenethyl)-1-(2-(6-methylpyridin-3-yl)propan-2-yl)pyrrolidin-3-yl)propan-2-ol FC(C(C(F)(F)F)(O)[C@]1(CN(CC1)C(C)(C)C=1C=NC(=CC1)C)CCC1=CC=C(C=C1)F)(F)F |o1:8|